1-(1-(3,5-difluorobenzyl)-6-(4-methoxypyrrolo[1,2-b]pyridazin-5-yl)-1H-imidazo[4,5-b]pyridin-2-yl)azetidin-3-ol FC=1C=C(CN2C(=NC3=NC=C(C=C32)C=3C=CN2N=CC=C(C23)OC)N2CC(C2)O)C=C(C1)F